1-(3-(5-fluoro-2-((1-(4-hydroxypiperidine-4-carbonyl)piperidin-4-yl)amino)pyrimidin-4-yl)phenyl)pyridin-2(1H)-one FC=1C(=NC(=NC1)NC1CCN(CC1)C(=O)C1(CCNCC1)O)C=1C=C(C=CC1)N1C(C=CC=C1)=O